C(CC1=CC=CC=C1)OCCC(=O)N 3-phenethoxypropanamide